Benzyl((R)-1-(2-(3-amino-3-oxo-propyl)-2-((S)-2-chloro-2-fluoroacetyl)hydrazinyl)-3-cyclohexyl-1-oxo-propan-2-yl)carbamate C(C1=CC=CC=C1)OC(N[C@@H](C(=O)NN(C([C@@H](F)Cl)=O)CCC(=O)N)CC1CCCCC1)=O